4'-(trifluoromethyl)-1,3'-bipiperidin-2-one FC(C1C(CNCC1)N1C(CCCC1)=O)(F)F